C(C1=CC=CC=C1)OC(=O)N[C@H](C(=O)N[C@H](C(=O)OC)C[C@H]1C(NCC1)=O)CC1=CC=CC=C1 Methyl (S)-2-((S)-2-(((benzyloxy)carbonyl)amino)-3-phenylpropanamido)-3-((S)-2-oxopyrrolidin-3-yl)propanoate